3-[7-fluoro-3-oxo-4-(prop-2-ynyl)-3,4-dihydro-2H-benzo[1,4]oxazin-6-yl]-1,5-dimethyl-6-thioxo-[1,3,5]triazin-2,4-dione FC1=CC2=C(N(C(CO2)=O)CC#C)C=C1N1C(N(C(N(C1=O)C)=S)C)=O